OC(=O)CCCC[C@@H]1SC[C@@H]2NC(=O)N[C@H]12 E-Biotin